1-fluoro-5-oxo-6,7,8,9-tetrahydro-5H-benzo[7]annulene-2-carboxylic acid, methyl ester FC1=C(C=CC2=C1CCCCC2=O)C(=O)OC